5-(3,3'-Difluoro-5-hydroxy-4'-(isopentylamino)-[1,1'-biphenyl]-4-yl)-1,2,5-thiadiazolidin-3-one-1,1-dioxide FC=1C=C(C=C(C1N1CC(NS1(=O)=O)=O)O)C1=CC(=C(C=C1)NCCC(C)C)F